3,3',5'-tetrachlorobiphenyl C1=C(C=C(C=C1Cl)Cl)C2=CC(=CC(=C2)Cl)Cl